C(C)(C)(C)OC(=O)N1[C@@H]2[C@@H]([C@@H](C[C@H]1CC2)OC=2N=NC(=CC2)C2=C(C=C(C=C2)Cl)OCOC)F (1S,2S,3R,5R)-3-(6-(4-chloro-2-(methoxymethoxy)phenyl)pyridazin-3-yloxy)-2-fluoro-8-azabicyclo[3.2.1]octane-8-carboxylic acid tert-butyl ester